BrC1=CC=C(C=C1)C1=CC=C(N1C1=C(C=CC=C1)C(F)(F)F)C1=CC(=C(C(=O)NCCCN(C)C)C=C1)OC 4-[5-(4-bromophenyl)-1-[2-(trifluoromethyl)phenyl]pyrrol-2-yl]-N-[3-(dimethylamino)propyl]-2-methoxy-benzamide